[Bi+3].C(CCCCCC(C)(C)C)(=O)[O-].C(CCCCCC(C)(C)C)(=O)[O-].C(CCCCCC(C)(C)C)(=O)[O-] Neodecanoic acid bismuth salt